CC1=C(C=CC=C1C)N1CC=2N=C(N=C(C2CC1)N1C[C@@H](N(CC1)C(C(=C)C(F)(F)F)=O)CC#N)OC[C@H]1N(CCC1)C 2-((S)-4-(7-(2,3-dimethylphenyl)-2-(((S)-1-methylpyrrolidin-2-yl)methoxy)-5,6,7,8-tetrahydropyrido[3,4-d]pyrimidin-4-yl)-1-(2-(trifluoromethyl)acryloyl)piperazin-2-yl)acetonitrile